(S)-4-(2-(4-(2-acetyl-5-chlorophenyl)-5-methoxy-2-oxopyridin-1(2H)-yl)-4-(tert-butoxy)butanoylamino)benzoic acid C(C)(=O)C1=C(C=C(C=C1)Cl)C1=CC(N(C=C1OC)[C@H](C(=O)NC1=CC=C(C(=O)O)C=C1)CCOC(C)(C)C)=O